3-(3-methylisoxazol-5-yl)propionic acid CC1=NOC(=C1)CCC(=O)O